7-deaza-7-iodoguanine IC1C=NC=2N=C(NC(C12)=O)N